O=C(CCOCCOCCOCCOCCOCCOCCOCCOCCOCCOCCC(=O)O)OC1=C(C(=CC(=C1F)F)F)F 34-oxo-34-(2,3,5,6-tetrafluorophenoxy)-4,7,10,13,16,19,22,25,28,31-decaoxatetratriacontanoic acid